C(CCCCCCCC)(=O)C([C@H](O)[C@@](O)([C@H](O)COC(CCCCCCCC)=O)C(CCCCCCCC)=O)O 1,3,5-O-trinonanoyl-xylitol